ClC=1C(=C(C(=C(C1C#N)C#N)Cl)Cl)Cl tetrachloro-benzenedinitrile